(R)-1-(3-(3-ethyl-4-n-propylpiperazine-1-carbonyl)-4-fluorobenzyl)quinazoline-2,4(1H,3H)-dione C(C)[C@@H]1CN(CCN1CCC)C(=O)C=1C=C(CN2C(NC(C3=CC=CC=C23)=O)=O)C=CC1F